C(C)(C)(C)OC(=O)N1C[C@H](O[C@@H](C1)CO)CC (2R,6S)-2-ethyl-6-(hydroxymethyl)morpholine-4-carboxylic acid tert-butyl ester